NC1=NC(=CC=C1C=1C(=NC2=CC(=CC=C2C1)Cl)O)N (2,6-diaminopyridin-3-yl)-7-chloroquinolin-2-ol